6-chloro-N-(3-chloro-5-(4-chlorophenoxy)phenyl)-5-(2-(methylsulfonyl)propan-2-yl)benzo[b]thiophene-2-carboxamide ClC=1C(=CC2=C(SC(=C2)C(=O)NC2=CC(=CC(=C2)OC2=CC=C(C=C2)Cl)Cl)C1)C(C)(C)S(=O)(=O)C